pyrroloquinoxalinoquinazoline N1=CN=CC2=CC=C3C(=C12)N=C1C=CC=2C(=C1N3)C=CN2